BrC1=C(SC=2N3C(C(OCC21)C)=NN=C3C)C 3-bromo-2,6,9-trimethyl-4H,6H-thieno[2,3-e][1,2,4]triazolo[3,4-c][1,4]oxazepine